tert-butyl 4-oxo-8-((8-(4-(trifluoromethyl)phenyl)pyrido[3,4-b]pyrazin-5-yl)amino)-5-azaspiro[2.5]octane-5-carboxylate O=C1C2(CC2)C(CCN1C(=O)OC(C)(C)C)NC1=NC=C(C=2C1=NC=CN2)C2=CC=C(C=C2)C(F)(F)F